6-hydroxy-1,4,5,7-tetramethyl-2-naphthoic acid OC=1C(=C2C(=CC(=C(C2=CC1C)C)C(=O)O)C)C